ClC1=C2C=NNC2=CC(=C1)CC(=O)NC1=CC(=NC=C1)C(=O)NC1(CCCC1)C#C 4-[[2-(4-Chloro-1H-indazol-6-yl)acetyl]amino]-N-(1-ethynylcyclopentyl)pyridine-2-carboxamide